COC1=NC=C(C(=N1)OC)C1=CC(=C(N=N1)C)[C@@H]1[C@H](C1)CC(F)(F)F 6-(2,4-Dimethoxypyrimidin-5-yl)-3-methyl-4-((1S,2R)-2-(2,2,2-trifluoroethyl)cyclopropyl)pyridazine